CC1=C(C(=C(C(=C1N)C)[N+](=O)[O-])C)N 2,4,6-trimethyl-5-nitro-1,3-benzenediamine